FC=1C=CC2=C(NC(=NS2(=O)=O)NCC2=NC=CC=C2F)C1OC=1C=C(C#N)C=CC1 3-((6-fluoro-3-(((3-fluoropyridin-2-yl)methyl)amino)-1,1-dioxido-4H-benzo[e][1,2,4]thiadiazin-5-yl)oxy)benzonitrile